C(C1=CC=CC=C1)OCC(CO)O 3-benzyloxypropane-1,2-diol